C(=C)OCCCC 1-(vinyloxy)butane